C12(CCCCC1)NC1(CCC2)CCCCC1 spiro[1-azaspiro[5.5]undecane-2,1'-cyclohexane]